N-(4-(4-((2-hydroxy-2-methylpropyl)carbamoyl)bicyclo[2.2.2]octan-1-yl)phenyl)-5,7-dihydro-6H-pyrrolo[3,4-b]pyridine-6-carboxamide OC(CNC(=O)C12CCC(CC1)(CC2)C2=CC=C(C=C2)NC(=O)N2CC1=NC=CC=C1C2)(C)C